ClC=1C=C(C#N)C=C(C1N1C(=CC(C2=C(C=NC=C12)C=1C=NN(C1)C)=O)C)Cl 3,5-dichloro-4-(2-methyl-5-(1-methyl-1H-pyrazol-4-yl)-4-oxo-1,7-naphthyridine-1(4H)-yl)benzonitrile